(6Z,9Z,28Z,31Z)-heptatriaconta-6,9,28,31-tetraen-19-yl (4-((4-((5-amino-7-(butylamino)-2H-pyrazolo[4,3-d]pyrimidin-2-yl)methyl)-3,5-dimethoxybenzyl)(methyl)-amino)butyl)carbamate NC=1N=C(C=2C(N1)=CN(N2)CC2=C(C=C(CN(CCCCNC(OC(CCCCCCCC\C=C/C\C=C/CCCCC)CCCCCCCC\C=C/C\C=C/CCCCC)=O)C)C=C2OC)OC)NCCCC